CC1(OB(OC1(C)C)C1=C2C(=NC=C1C(F)(F)F)NC=C2)C 4-(4,4,5,5-tetramethyl-1,3,2-dioxaborolan-2-yl)-5-(trifluoromethyl)-1H-pyrrolo[2,3-b]pyridine